1-[(3S)-3-{4-amino-3-[2-(6-fluoro-1,2-dimethyl-1,3-benzodiazol-5-yl)ethynyl]pyrazolo[3,4-d]pyrimidin-1-yl}pyrrolidin-1-yl]prop-2-en-1-one NC1=C2C(=NC=N1)N(N=C2C#CC2=CC1=C(N(C(=N1)C)C)C=C2F)[C@@H]2CN(CC2)C(C=C)=O